BrC1=CC=C2C=3N(C(COC31)C3=NC=CC=C3)C(N2)=O 7-bromo-4-pyridin-2-yl-4,5-dihydroimidazo[1,5,4-de][1,4]benzoxazin-2(1H)-one